ClC=1N=C2C(=C(C(N(C2=CC1)C)=O)C#N)N1CCC(CC1)NC1=C(C=C(C=C1)Cl)O 6-chloro-4-[4-(4-chloro-2-hydroxy-anilino)-1-piperidyl]-1-methyl-2-oxo-1,5-naphthyridine-3-carbonitrile